NN1C(CNCC1)CC N-amino-ethylpiperazine